FC=1C=CC2=C(NC(S2)=O)C1 5-fluoro-2(3H)-benzothiazolone